N-(3-(fluoromethyl)oxetan-3-yl)-4-(4-isobutyrylpiperazin-1-yl)-2-(5-vinyl-1,3,4-thiadiazol-2-yl)-2H-indazole-6-sulfonamide FCC1(COC1)NS(=O)(=O)C=1C=C(C2=CN(N=C2C1)C=1SC(=NN1)C=C)N1CCN(CC1)C(C(C)C)=O